NC=1SC(=C(N1)C)C(=O)OC(C)(C)C t-butyl 2-amino-4-methyl-thiazole-5-carboxylate